C(CCCCCCCCCCCCCCC)P(O)=O mono(hexadecyl)phosphinic acid